3-bromo-4-fluoro-6-methyl-1H-pyrrolo[2,3-b]pyridine-2-carboxylate BrC1=C(NC2=NC(=CC(=C21)F)C)C(=O)[O-]